N1CC(C1)OCC=1C=CC(=C(C(=O)N[C@H](C)C2=CC=CC3=CC=CC=C23)C1)C (R)-5-((azetidin-3-yloxy)methyl)-2-methyl-N-(1-(naphthalen-1-yl)ethyl)benzamide